1-(2-(3-chloro-5-(trifluoromethyl)benzyl)-2,8-diazaspiro[4.5]decane-8-carbonyl)-1H-pyrazole-3-carboxylic acid ClC=1C=C(CN2CC3(CC2)CCN(CC3)C(=O)N3N=C(C=C3)C(=O)O)C=C(C1)C(F)(F)F